(3-ethyloxetan-3-yl)methylacrylate C(C)C1(COC1)COC(C=C)=O